(S)-5-bromo-4-(3-((tert-butoxycarbonyl)amino)-3-methylpyridin-1-yl)-6-methylnicotinic acid ethyl ester C(C)OC(C1=CN=C(C(=C1N1C[C@@](CC=C1)(C)NC(=O)OC(C)(C)C)Br)C)=O